FC1=C(C=C(C=C1)OC(F)(F)F)NC(OCC1=CC=C(C2=C1C=CO2)Br)=O (7-bromobenzofuran-4-yl)methyl (2-fluoro-5-(trifluoromethoxy)phenyl)carbamate